6-(2-(5-(4-(diphenylamino)phenyl)thiophen-2-yl)vinyl)-9-ethylcarbazole-3-carbaldehyde C1(=CC=CC=C1)N(C1=CC=C(C=C1)C1=CC=C(S1)C=CC=1C=C2C=3C=C(C=CC3N(C2=CC1)CC)C=O)C1=CC=CC=C1